α,α-bis(dimethylphenyl)-δ-caprolactone CC=1C(=C(C=CC1)C1(C(=O)OC(CC1)C)C1=C(C(=CC=C1)C)C)C